C(C)OC1=CC=CC(=N1)CN1CCC2(CC1)COC1=C3CN(C(C3=CC=C12)=O)C1C(NC(CC1)=O)=O 3-(1'-((6-ethoxypyridin-2-yl)methyl)-6-oxo-6,8-dihydro-2H,7H-spiro[furo[2,3-e]isoindole-3,4'-piperidin]-7-yl)piperidine-2,6-dione